N-(6-chloro-4-((3R,4S)-4-hydroxy-3-(pyridin-2-ylmethyl)chroman-7-yl)pyridazin-3-yl)-1,1,1-trifluoromethanesulfonamide ClC1=CC(=C(N=N1)NS(=O)(=O)C(F)(F)F)C1=CC=C2[C@H]([C@@H](COC2=C1)CC1=NC=CC=C1)O